FC(=C(CC1=NSC=N1)C)F 3-(3,3-difluoro-2-methylallyl)-1,2,4-thiadiazole